3-(5-([1,2,4]triazolo[4,3-a]pyridin-3-ylamino)-1-oxoisoindolin-2-yl)piperidine-2,6-dione N=1N=C(N2C1C=CC=C2)NC=2C=C1CN(C(C1=CC2)=O)C2C(NC(CC2)=O)=O